O=C1N(N=CC2=CC(=CC=C12)SC=1C=NC=CC1)CC=1C=C(C=CC1)NC(OC(C)(C)C)=O tert-butyl (3-((1-oxo-6-(pyridin-3-ylthio)phthalazin-2(1H)-yl)methyl)phenyl)carbamate